6-fluoro-5-[4-({7-fluoro-5-oxo-6H-pyrrolo[1,2-c]quinazolin-8-yl}methyl)piperazin-1-yl]-N-methylpyridine-2-carboxamide FC1=C(C=CC(=N1)C(=O)NC)N1CCN(CC1)CC=1C=CC=2C=3N(C(NC2C1F)=O)C=CC3